(2R,3S)-2-((E)-3-(5-bromo-6,7-difluoro-2-methyl-1H-benzo[d]imidazol-1-yl)prop-1-enyl)piperidin-3-ol BrC1=CC2=C(N(C(=N2)C)C/C=C/[C@H]2NCCC[C@@H]2O)C(=C1F)F